1,3-cyclopentane-dicarboxylate C1(CC(CC1)C(=O)[O-])C(=O)[O-]